C(C)C=1C(NC=2C=C(C=NC2C1)CC1=C([C@](NC=C1C)(C(=O)NC)C)N1CCNCC1)=O (2S,5S)-4-((7-ethyl-6-oxo-5H-1,5-naphthyridin-3-yl)methyl)-2,5-dimethyl-(Piperazin-1-yl)-N-methylpyridine-2-carboxamide